N1(CCC[C@H]2CCCC[C@H]12)C([C@@H](CO)NCC1=C(C=C(C=C1)OC)N1CCOCC1)=O (2R)-1-[(4aR,8aS)-3,4,4a,5,6,7,8,8a-octahydro-2H-quinolin-1-yl]-3-hydroxy-2-[(4-methoxy-2-morpholino-phenyl)methylamino]propan-1-one